ClC=1C=C(C=C(C1)S(=O)(=O)C)NC(=O)C=1C=NN(C1)C1CC2(CN(C2)C(=O)OC(C)(C)C)C1 Tert-butyl 6-(4-((3-chloro-5-(methylsulfonyl) phenyl) carbamoyl)-1H-pyrazol-1-yl)-2-azaspiro[3.3]heptane-2-carboxylate